(R)-1-(2-(2-(2-aminoethoxy)ethoxy)ethyl)-N-(1-(3,4-dichlorophenyl)-4,5-dihydro-1H-pyrazol-3-yl)pyrrolidine-3-carboxamide dihydrochloride Cl.Cl.NCCOCCOCCN1C[C@@H](CC1)C(=O)NC1=NN(CC1)C1=CC(=C(C=C1)Cl)Cl